1-(4-cyano-3-(trifluoromethyl)phenyl)piperidine C(#N)C1=C(C=C(C=C1)N1CCCCC1)C(F)(F)F